Cl.S(=O)(=O)(O)O.[N+](=O)([O-])NC(=N)N nitroguanidine sulfate hydrochloride